ClC1=CC=C2C(=N1)C(=CN2)NC2=NC1=C(N2C)C=CC(=C1)C1CCOCC1 N-(5-chloro-1H-pyrrolo[3,2-b]pyridin-3-yl)-1-methyl-5-(tetrahydro-2H-pyran-4-yl)-1H-benzo[d]imidazol-2-amine